COC1=CC=C(CN2[C@@H](COCC2=O)C(=O)OCC2=CC=CC=C2)C=C1 (S)-benzyl 4-(4-methoxybenzyl)-5-oxomorpholine-3-carboxylate